niobium alloyl-zirconium C(C=C)(=O)[Zr].[Nb]